1-(((3R,4R,5R,6R)-4,5-dihydroxy-6-(hydroxymethyl)tetrahydro-2H-pyran-3-yl)methyl)-1H-pyrazole-4-carbonitrile O[C@@H]1[C@@H](CO[C@@H]([C@@H]1O)CO)CN1N=CC(=C1)C#N